5-methoxy-protocatechuyl alcohol COC=1C(=C(C=C(CO)C1)O)O